S(=O)(=O)(OC[C@H]([C@H]([C@@H]([C@H](C(=O)NCC(C)NCCCCCCCC)O)O)O)O)[O-].[Na+] sodium (2R,3R,4S,5R)-2,3,4,5-tetrahydroxy-6-((2-(octylamino) propyl)amino)-6-oxohexyl sulfate